5-[(4-bromo-5-cyclopropyl-imidazol-1-yl)methyl]-N-methyl-2-nitro-aniline BrC=1N=CN(C1C1CC1)CC=1C=CC(=C(NC)C1)[N+](=O)[O-]